C(C)(C)(C)OC(=O)N1C2CN(CC1CC2)C(C2=CC=C(C=C2)N)=O 3-(4-aminobenzoyl)-3,8-diazabicyclo[3.2.1]octane-8-carboxylic acid tert-butyl ester